N-((2-(6-((cis)-2,6-dimethylmorpholino)pyridin-2-yl)-1,6-naphthyridin-7-yl)methyl)-3-(1,4-dioxan-2-yl)-4-methylbenzamide C[C@@H]1O[C@@H](CN(C1)C1=CC=CC(=N1)C1=NC2=CC(=NC=C2C=C1)CNC(C1=CC(=C(C=C1)C)C1OCCOC1)=O)C